FC1(CN(C1)C1=C(C=C2C(=NC=NC2=C1)NC1=CC(=NC=C1)C1=C(C=CC=C1)F)NC(C(=C)F)=O)F N-(7-(3,3-difluoroazetidin-1-yl)-4-((2-(2-fluorophenyl)pyridin-4-yl)amino)quinazolin-6-yl)-2-fluoroacrylamide